COC(C1=CC(=NC=C1C=1OC2=C(N1)C=CC(=C2)F)N2C1=C(OCCC2)C=CC(=C1)OC)=O.CP(=O)(C)C1=C(C(=O)N)C=CC(=C1)C=1C=C2C(=NC1)NC=C2CC 2-(Dimethylphosphoryl)-4-(3-ethyl-1H-pyrrolo[2,3-b]pyridin-5-yl)benzamide methyl-5-(6-fluorobenzo[d]oxazol-2-yl)-2-(7-methoxy-3,4-dihydrobenzo[b][1,4]oxazepine-5(2H)-yl)isonicotinate